N-(4-(4-amino-1-isopropyl-7-((1r,4r)-4-morpholinocyclohexyl)-1H-pyrazolo[4,3-c]pyridin-3-yl)-2,5-difluorophenyl)-2,5-difluorobenzenesulfonamide NC1=NC=C(C2=C1C(=NN2C(C)C)C2=CC(=C(C=C2F)NS(=O)(=O)C2=C(C=CC(=C2)F)F)F)C2CCC(CC2)N2CCOCC2